1-(tert-butyl)-4-(1,2-dibromoethyl)benzene C(C)(C)(C)C1=CC=C(C=C1)C(CBr)Br